[Ru](Cl)(Cl)Cl.N1=C(C=CC=C1)C1=NC=CC=C1.N1=C(C=CC=C1)C1=NC=CC=C1.N1=C(C=CC=C1)C1=NC=CC=C1 tris(2,2'-bipyridine) ruthenium chloride